1,2-dimethyl-3-(2-methylbenzyl)imidazolium hydroxide [OH-].CN1C(=[N+](C=C1)CC1=C(C=CC=C1)C)C